(S)-N-(3-((3-(5-(1-amino-1,3-dihydrospiro[indene-2,4'-piperidin]-1'-yl)-6-(hydroxyl-methyl)pyrazin-2-yl)prop-2-yn-1-yl)amino)phenyl)acetamide N[C@@H]1C2=CC=CC=C2CC12CCN(CC2)C=2N=CC(=NC2CO)C#CCNC=2C=C(C=CC2)NC(C)=O